P(=O)([O-])([O-])O.[Ca+2] monocalcium phosphate salt